CO[Si](CCCCCCCCCCCCCCCCCC)(C)C methoxy(dimethyl)octadecylsilane